C(C(O)C1=CC=CC=C1)(=O)O.N1=CC=CC(=C1)[C@@H]1N(C)CCC1 |r| racemic-nicotine mandelate salt